ClCC(=O)NC1=C2C=CN=CC2=CC=C1 2-Chloro-N-(isoquinolin-5-yl)acetamide